NC1=NC=CC=C1C(C)NCCOC1=NC(=C(C=2N=C(NC(C21)=O)SC)F)Cl 5-(2-((1-(2-aminopyridin-3-yl)ethyl)amino)ethoxy)-7-chloro-8-fluoro-2-(methylthio)pyrido[4,3-d]pyrimidin-4(3H)-one